CO r-methanol